(R)-3-(3-(2-cyano-2-methylpyrrolidine-1-carbonyl)-8-methoxy-1-(2,2,2-trifluoroethyl)-5,6-dihydropyrrolo[2,1-a]isoquinolin-9-yl)-5-(trifluoromethyl)picolinonitrile C(#N)[C@@]1(N(CCC1)C(=O)C1=CC(=C2N1CCC1=CC(=C(C=C21)C=2C(=NC=C(C2)C(F)(F)F)C#N)OC)CC(F)(F)F)C